C12C(C(C(CC1)C2)CN)CN bicyclo[2.2.1]heptane-2,3-dimethanamine